2-(6-(2-Methoxyphenylethoxy)-1H-indol-1-yl)ethan-1-ol butyl-6-oxa-2,9-diazaspiro[4.5]decane-2-carboxylate C(CCC)C1N(CCC12OCCNC2)C(=O)OCCN2C=CC1=CC=C(C=C21)OCCC2=C(C=CC=C2)OC